2-[7-(Cyclopropylmethyl)-7H-pyrrolo[2,3-d]pyrimidin-6-yl]-1-methyl-5-{octahydro-1H-pyrrolo[2,3-c]pyridine-6-carbonyl}-1H-1,3-benzodiazole C1(CC1)CN1C(=CC2=C1N=CN=C2)C2=NC1=C(N2C)C=CC(=C1)C(=O)N1CC2C(CC1)CCN2